tert-Butyl exo-3-((4-((4-([1,2,4]triazolo[1,5-c]pyrimidin-7-yloxy)-3-methylphenyl)amino)-7-methoxyquinazolin-6-yl)oxy)-8-azabicyclo[3.2.1]octane-8-carboxylate N=1C=NN2C=NC(=CC21)OC2=C(C=C(C=C2)NC2=NC=NC1=CC(=C(C=C21)OC2CC1CCC(C2)N1C(=O)OC(C)(C)C)OC)C